FCCN1C(CNCC1)C 1-(2-fluoroethyl)-2-methyl-piperazine